1-[(2-isopropyl-1H-benzimidazol-1-yl)methyl]-4-propylpyrrolidin-2-one C(C)(C)C1=NC2=C(N1CN1C(CC(C1)CCC)=O)C=CC=C2